NC1=NC=C(C(=N1)C1=CC=C(C=C1)NC1=NC(=NC=C1)NCC1=CC=C(C=C1)F)C N4-(4-(2-amino-5-methylpyrimidin-4-yl)phenyl)-N2-(4-fluorobenzyl)pyrimidine-2,4-diamine